C1CCC=2C(CCCC12)=O 2,3,6,7-tetrahydro-1H-inden-4(5H)-one